(1-(4-(2,6-bis(benzyloxy)pyridin-3-yl)-2-methoxyphenyl)piperidin-4-yl)methanol C(C1=CC=CC=C1)OC1=NC(=CC=C1C1=CC(=C(C=C1)N1CCC(CC1)CO)OC)OCC1=CC=CC=C1